O(S(=O)(=O)C(F)(F)F)CCC(F)F 3,3-Difluoropropyl triflate